5'-methoxy-6'-(3-(pyrrolidin-1-yl)propoxy)spiro[cyclobutane-1,3'-indol]-2'-amine COC=1C=C2C3(C(=NC2=CC1OCCCN1CCCC1)N)CCC3